C(C1=CC=CC=C1)N1C(N(C(CC1=O)=O)CC1=CC=CC=C1)=O 1,3-dibenzylpyrimidine-2,4,6(1H,3H,5H)-trione